FC=1C(=C2C(=NC1C1=CC=CC=C1)C1=C(O2)C=CC=C1)C1=CC=C(C=C1)C 3-fluoro-2-phenyl-4-(4-methylphenyl)benzofuro[3,2-b]Pyridine